NC=1N=C(SC1C(=O)C1=CC=C(OCC(=O)O)C=C1)N(C1=CC=C(C=C1)F)C(C(=O)N)C 2-[4-[4-Amino-2-(N-[2-amino-1-methyl-2-oxo-ethyl]-4-fluoro-anilino)thiazole-5-carbonyl]phenoxy]acetic acid